styryl-butyl-phosphinic acid C(=CC1=CC=CC=C1)P(O)(=O)CCCC